OC1=C(C=CC(=C1)O)C=1OC2=C(C1)C=C(C=C2)\C=C\C 2-(2,4-dihydroxyphenyl)-5-(E)-propenylbenzofuran